(1R)-(-)-Menthyl acetate C[C@@H]1CCC(C(C1)OC(=O)C)C(C)C